C1(CC1)C=1N=CC2=C3C(=CC(=C2C1)S(NCC(C)C)(=O)=O)[C@@H](C[C@H]3NC(=O)C3=CC=1C(=NC=CN1)N=C3)NC(=O)C=3C=NC=CC3 |r| N-[Trans-(7RS,9RS)-3-cyclopropyl-5-(2-methylpropylsulfamoyl)-7-(pyridin-3-carbonylamino)-8,9-dihydro-7H-cyclopenta[h]isochinolin-9-yl]pyrido[2,3-b]pyrazin-7-carboxamid